N-(4-(cis-bicyclo[3.1.0]hexan-3-yloxy)-3-fluoro-5-methylphenyl)-2-(3-methoxy-3-methylazetidin-1-yl)-5-(methoxymethyl)oxazole-4-carboxamide C12CC(CC2C1)OC1=C(C=C(C=C1C)NC(=O)C=1N=C(OC1COC)N1CC(C1)(C)OC)F